tert-butyl N-[7-[4-[[2-[(3R,4R)-3-fluoro-4-(3-methylsulfonylpropanoylamino)pyrrolidin-1-yl]-9-methyl-purin-6-yl]amino]-3-methoxy-pyrazol-1-yl]heptyl]carbamate F[C@@H]1CN(C[C@H]1NC(CCS(=O)(=O)C)=O)C1=NC(=C2N=CN(C2=N1)C)NC=1C(=NN(C1)CCCCCCCNC(OC(C)(C)C)=O)OC